3-(3-(4-fluorobenzoyl)benzylidene)-6-((5-(tert-butyl)-1H-imidazol-4-yl)methylene-d)piperazine-2,5-dione FC1=CC=C(C(=O)C=2C=C(C=C3C(NC(C(N3)=O)=C([2H])C=3N=CNC3C(C)(C)C)=O)C=CC2)C=C1